(1-((3-cyano-2-(trifluoromethyl)phenyl)sulfonyl)piperidin-4-yl)carbamic acid tert-butyl ester C(C)(C)(C)OC(NC1CCN(CC1)S(=O)(=O)C1=C(C(=CC=C1)C#N)C(F)(F)F)=O